FC1=CC=C2C(=CN(C2=C1)C1=NC(=NC=C1)NC1=C(C=C(C(=C1)[N+](=O)[O-])N1CCOCC1)OC)C=O 6-fluoro-1-(2-((2-methoxy-4-morpholino-5-nitrophenyl)amino)pyrimidin-4-yl)-1H-indole-3-carbaldehyde